4-(2-((7-amino-2-(furan-2-yl)-[1,2,4]triazolo[1,5-a][1,3,5]triazin-5-yl)amino)ethyl)-N-(tert-butyl)benzamide NC1=NC(=NC=2N1N=C(N2)C=2OC=CC2)NCCC2=CC=C(C(=O)NC(C)(C)C)C=C2